C(C)(C)(C)OC([C@@H](NC(=O)OCC1C2=CC=CC=C2C=2C=CC=CC12)CCCCNC(C[C@@H]1O[C@@H]([C@H]2OC(O[C@H]21)(C)C)CO)=O)=O N2-(((9H-fluoren-9-yl)methoxy)carbonyl)-N6-(2-((3aS,4S,6R,6aR)-6-(hydroxymethyl)-2,2-dimethyltetrahydrofurano[3,4-d][1,3]dioxol-4-yl)acetyl)-L-lysine tert-butyl ester